FC1=CC=C(C=C1)N(C(=O)OCC1CCC(CC1)COCC(=O)O)C1=CC=CC=C1 2-(((1r,4r)-4-(((4-fluoro-phenyl)(phenyl)carbamoyl-oxy)methyl)cyclohexyl)methoxy)acetic acid